O[C@H]1[C@H]2[C@@H]3CC[C@H]([C@@H](CCCC(C)C)C)[C@]3(CC[C@@H]2[C@]2(CC(CC=C2C1)=O)C)C 7α-hydroxy-4-cholesten-2-one